CC1=C(C=C(C(=C1)C1(COC1)OCC1=CC=C(C=C1)OC(F)(F)F)C)N=CN(C)CC N'-(2,5-dimethyl-4-(3-((4-(trifluoromethoxy)benzyl)oxy)oxetan-3-yl)phenyl)-N-ethyl-N-methylformimidamide